7-{5-(2,2-Difluoropropyl)-4-{4-[3-fluoro-4-(trifluoromethoxy)phenoxy]phenyl}-6-oxo-1,4,5,6-tetrahydropyrrolo[3,4-c]pyrazol-3-yl}-1,3-benzoxazol-2(3H)-one FC(CN1C(C=2NN=C(C2C1C1=CC=C(C=C1)OC1=CC(=C(C=C1)OC(F)(F)F)F)C1=CC=CC=2NC(OC21)=O)=O)(C)F